NCCNC(C[Si](OCC)(OCC)OCC)C N-(β-aminoethyl)-β-aminopropyltriethoxysilane